3-(5-{4-[(pyridin-2-yl)methyl]piperazin-1-yl}-1H-pyrrolo[3,2-b]pyridin-3-yl)-1-[4-(trifluoromethyl)phenyl]urea N1=C(C=CC=C1)CN1CCN(CC1)C1=CC=C2C(=N1)C(=CN2)NC(NC2=CC=C(C=C2)C(F)(F)F)=O